tert-butyl (5-(4-isobutyramidophenyl)thiazolo[5,4-b]pyridin-2-yl)carbamate C(C(C)C)(=O)NC1=CC=C(C=C1)C1=CC=C2C(=N1)SC(=N2)NC(OC(C)(C)C)=O